pyrrole-2,4-dicarboxylic acid 4-tert-butyl 2-ethyl ester CCOC(=O)C=1NC=C(C1)C(=O)OC(C)(C)C